1,4-phenylenebis(Methyl) selenocyanate C1(=CC=C(C=C1)C[Se]C#N)C[Se]C#N